N-(5-Chloro-3-methyl-1H-pyrazol-4-yl)-5-fluoro-4-(5-(1-hydroxyethyl)-1-methyl-1H-1,2,4-triazol-3-yl)-2-(((S)-1,1,1-trifluoropropan-2-yl)oxy)benzamide ClC1=C(C(=NN1)C)NC(C1=C(C=C(C(=C1)F)C1=NN(C(=N1)C(C)O)C)O[C@H](C(F)(F)F)C)=O